O-vanillic acid COC1=CC=CC(=C1O)C(=O)O